N1=C(C=CC=C1)N1C(C(C2=CC=CC=C12)N=[N+]=[N-])N=[N+]=[N-] N-2-pyridyl-2,3-diazidoindoline